FC=1C=C2C(=NC1/C=C/C(=O)OC)N(N=C2I)C2OCCCC2 methyl (2E)-3-[5-fluoro-3-iodo-1-(oxan-2-yl) pyrazolo[3,4-b]pyridin-6-yl]prop-2-enoate